tert-butyl 2-[1-(3-chloro-4-methylphenyl)pyrazol-4-yl]propanoate ClC=1C=C(C=CC1C)N1N=CC(=C1)C(C(=O)OC(C)(C)C)C